C(C)(C)(C)C1=CC=C(S1)C(=O)N1[C@@H](CC1)C(=O)NC=1SC=C(N1)C1=CC(=CC=C1)C1=CC(=NC(=C1)C)C (S)-1-(5-(tert-butyl)thiophene-2-carbonyl)-N-(4-(3-(2,6-dimethylpyridin-4-yl)phenyl)thiazol-2-yl)azetidine-2-carboxamide